C(=O)(O)[C@H]1[NH2+]CCC1 (S)-2-carboxypyrrolidin-1-ium